[(2S)-4-{5-[(2,6-dichlorophenyl)methoxy]pyrimidin-2-yl}morpholin-2-yl]methanol ClC1=C(C(=CC=C1)Cl)COC=1C=NC(=NC1)N1C[C@H](OCC1)CO